bis(4-azido-2,3,5,6-tetrafluorophenyl)methanone N(=[N+]=[N-])C1=C(C(=C(C(=C1F)F)C(=O)C1=C(C(=C(C(=C1F)F)N=[N+]=[N-])F)F)F)F